C(C)(C)(C)[Si](OC)(OC)OC tert-Butyltri-methoxysilan